CCCCCCCCCCCCCCCC(=O)OC[C@H](COP(=O)([O-])OCC[N+](C)(C)C)OC(=O)CC/C=C\C/C=C\C/C=C\C/C=C\C/C=C\C/C=C\CC 1-hexadecanoyl-2-(4Z,7Z,10Z,13Z,16Z,19Z-docosahexaenoyl)-sn-glycero-3-phosphocholine